6-((2,3-dihydrobenzo[b][1,4]dioxin-6-yl)thio)-2-((1-(tetrahydro-2H-pyran-2-yl)-1H-pyrazol-3-yl)methyl)phthalazin-1(2H)-one O1C2=C(OCC1)C=C(C=C2)SC=2C=C1C=NN(C(C1=CC2)=O)CC2=NN(C=C2)C2OCCCC2